COC(C1=C(C=CC=C1)C1=NC(=NC=C1Cl)NC=1C=NN(C1)CC#N)=O (5-chloro-2-((1-(cyanomethyl)-1H-pyrazol-4-yl)amino)pyrimidin-4-yl)benzoic acid methyl ester